C(C)(C)(C)OC(=O)N[C@@H](C(C(=O)OC)C(C1CCC1)NS(=O)C(C)(C)C)C methyl (3R)-3-((tert-butoxycarbonyl)amino)-2-(((tert-butylsulfinyl)amino)(cyclobutyl)methyl)butanoate